di(decyl)octane C(CCCCCCCCC)C(CCCCCCC)CCCCCCCCCC